FC=1N=C(N2N=C(C=C(C21)C2=CC=NN2C)N2C(COCC2)C)I 4-[5-fluoro-7-iodo-4-(1-methyl-1H-pyrazol-5-yl)imidazo[1,5-b]pyridazin-2-yl]-3-methylmorpholine